C\C(=C/CC1=CC=CC=C1)\CCC=C(C)C (E)-2-(3,7-Dimethylocta-2,6-dien-1-yl)benzene